FC1=C(C2=CC=CC=C2C=C1)[Se][Se]C1=C(C=CC2=CC=CC=C12)F Bis(2-fluoro-1-naphthyl) diselenide